1-propanol zirconium salt [Zr].C(CC)O